C(C1=CC=CC=C1)N1CC2=CC=CC=C2C1=O 2-benzyl-3-oxoisoindolin